2-methylpropan-2-yl-{[4-(3-amino-4-formamido-2-fluorophenyl)-3-cyanobenzo[b]thiophen-2-yl]amino}methane CC(C)(C)CNC1=C(C2=C(S1)C=CC=C2C2=C(C(=C(C=C2)NC=O)N)F)C#N